S1C=CC2=C1C=C(C=C2)CC(C)NC 1-(benzothien-6-yl)-N-methylpropan-2-amine